N-(1-METHYL-6-(TRIFLUOROMETHOXY)-1H-INDAZOL-7-YL)-1-(4-(TRIFLUOROMETHYL)PYRIDIN-2-YL)-1H-PYRAZOLE-4-SULFONAMIDE CN1N=CC2=CC=C(C(=C12)NS(=O)(=O)C=1C=NN(C1)C1=NC=CC(=C1)C(F)(F)F)OC(F)(F)F